nonenyl-phthalic anhydride C(=CCCCCCCC)C1=C2C(C(=O)OC2=O)=CC=C1